N[C@H]1C[C@H](N(C1)C(=O)[O-])CO (2S,4S)-4-Amino-2-(hydroxymethyl)pyrrolidine-1-carboxylate